cobalt zinc copper [Cu].[Zn].[Co]